F[C@@H]1[C@H]2CC[C@@H](C[C@@H]1N1C=NC3=C1N=NC(=C3)C3=CC1=C(N=C(S1)C)C=C3O)N2 6-{7-[(1r,2r,3s,5s)-2-fluoro-8-azabicyclo[3.2.1]oct-3-yl]-7H-imidazo[4,5-c]pyridazin-3-yl}-2-methyl-1,3-benzothiazol-5-ol